2-(2,6-dichloro-4-((5-oxo-4-(4-(trifluoromethyl)phenyl)-4,5-dihydro-1H-1,2,4-triazol-1-yl)methyl)phenoxy)-2-methylpropanoic acid ClC1=C(OC(C(=O)O)(C)C)C(=CC(=C1)CN1N=CN(C1=O)C1=CC=C(C=C1)C(F)(F)F)Cl